FC(C)(F)C1=CC=CC(=N1)C(=O)NC1=CC2=C(N=C(O2)C2CCC(CC2)CO)C=C1OC 6-(1,1-difluoroethyl)-N-[2-[4-(hydroxymethyl)cyclohexyl]-5-methoxy-1,3-benzoxazol-6-yl]pyridine-2-carboxamide